C(C)(C)(C)C1=CC(=NC=N1)N1C(C(=C(C1=O)OC)C)O 1-(6-t-butyl-pyrimidin-4-yl)-2-hydroxy-4-methoxy-3-methyl-2H-pyrrol-5-one